2-(1-(Cyclopropylmethyl)-7-(2-methoxypyridin-3-yl)-2-(1,2,5,6-tetrahydropyridin-3-yl)-1H-indol-5-yl)(1-methylpyrrolo[3,4-c]pyrazol-5(1H,4H,6H)-yl)methanone C1(CC1)CN1C(=CC2=CC(=CC(=C12)C=1C(=NC=CC1)OC)N1N(C2=C(C1)CN(C2)C=O)C)C=2CNCCC2